8-fluoro-5-methyl-4-phenyl-3-trifluoromethylindolopyranone FC1=CC2=C(C=C1)N(C=1C(=C(C(OC12)=O)C(F)(F)F)C1=CC=CC=C1)C